C(C)OC=1C=C(C(=O)OC)C=CC1 methyl 3-ethoxybenzoate